(acetamidomethyl)piperidin C(C)(=O)NCN1CCCCC1